IC1=CC2=C(C=3N(CCO2)C=C(N3)N3C(OC[C@H]3CF)=O)C=C1 (S)-3-(9-iodo-5,6-dihydrobenzo[f]imidazo[1,2-d][1,4]oxazepin-2-yl)-4-(fluoromethyl)oxazolidin-2-one